diglycidyl cyclohexanedicarboxylate diglycidyl-adipate C(C1CO1)OC(CCCCC(=O)OCC1CO1)=O.C1(CCCCC1)(C(=O)OCC1CO1)C(=O)OCC1CO1